(R)-2-methyl-2-(2-((3-methyl-1H-pyrazol-5-yl)amino)-6-(3-methylmorpholino)pyrimidin-4-yl)propionitrile CC(C#N)(C)C1=NC(=NC(=C1)N1[C@@H](COCC1)C)NC1=CC(=NN1)C